2-methyl-N-(2-methyl-4-(trifluoromethyl)phenyl)propionamide CC(C(=O)NC1=C(C=C(C=C1)C(F)(F)F)C)C